NC1C[C@H]2CC[C@@H](C1)N2S(=O)(=O)N2[C@H]1CC(C[C@@H]2CC1)N1OC(=CC1)C1COC1 N-((1R,3R,5S)-8-(((1R,3R,5S)-3-Amino-8-azabicyclo[3.2.1]octan-8-yl)sulfonyl)-8-azabicyclo[3.2.1]octan-3-yl)-5-(oxetan-3-yl)isoxazole